methyl (2-fluorophenyl)phenylphosphinate FC1=C(C=CC=C1)P(OC)(=O)C1=CC=CC=C1